[C@H]12[C@@H](C[C@H](C=C1)C2)C(=O)OCC ethyl (1R,2R,4R)-bicyclo[2.2.1]hept-5-ene-2-carboxylate